tert-butyl 5-(7-(2,3-dichloro-6-methoxyphenyl)imidazo[1,2-a]pyridin-2-yl)-3,3a,4,6a-tetrahydrocyclopenta[c]pyrrole-2(1H)-carboxylate ClC1=C(C(=CC=C1Cl)OC)C1=CC=2N(C=C1)C=C(N2)C=2CC1C(CN(C1)C(=O)OC(C)(C)C)C2